2-(dimethoxymethyl)pyrrolidine hydrochloride Cl.COC(C1NCCC1)OC